C(C=1C(O)=CC=CC1)=NCC(C)N=CC=1C(O)=CC=CC1 N,N'-Bis(salicyliden)-1,2-propandiamin